tert-butyl (9-bromononan-2-yl)carbamate BrCCCCCCCC(C)NC(OC(C)(C)C)=O